4-[(4-bromo-6-fluoro-1H-indol-5-yl)sulfanyl]pyridine-2-carbonitrile BrC1=C2C=CNC2=CC(=C1SC1=CC(=NC=C1)C#N)F